C1(CC1)N(C(=O)NC1C(C1)C1=CC(=C(C=C1)F)C)[C@@H]1CN(CC1)C=1N=NC=CC1 1-cyclopropyl-3-[2-(4-fluoro-3-methylphenyl)cyclopropyl]-1-[(3S)-1-(pyridazin-3-yl)pyrrolidin-3-yl]urea